BrCCCCCCC1=C(C(=NN1C)COC1=CC=C(C=C1)N1CCN(CC1)C(=O)OC(C)(C)C)C=1C=CC=C2C(=C(NC12)C(=O)OCC)CCCOC1=CC=CC2=CC=CC=C12 ethyl 7-[5-(6-bromohexyl)-3-({4-[4-(tert-butoxycarbonyl) piperazin-1-yl]phenoxy}methyl)-1-methyl-1H-pyrazol-4-yl]-3-[3-(naphthalen-1-yloxy)propyl]-1H-indole-2-carboxylate